(1R,3S)-3-(5-((2-(((S)-4-aminopentyl-1,1-d2)oxy)pyridin-4-yl)amino)-1-(tert-butyl)-1H-pyrazol-3-yl)cyclopentyl (4-nitrophenyl) carbonate C(O[C@H]1C[C@H](CC1)C1=NN(C(=C1)NC1=CC(=NC=C1)OC(CC[C@H](C)N)([2H])[2H])C(C)(C)C)(OC1=CC=C(C=C1)[N+](=O)[O-])=O